ClCCCOCCCCl chloro-propyl ether